perfluoro-1-methylnaphthalene FC1=C(C2=C(C(=C(C(=C2C(=C1F)F)F)F)F)F)C(F)(F)F